FC1=CC(=CC2=C1N=CS2)C(=O)O 4-fluoro-1,3-benzothiazole-6-carboxylic acid